(1S,4S,5R)-5-[[4-cyclopropyl-1-(2,6-dimethylphenyl)-1H-pyrazol-5-yl]methoxy]-2-azabicyclo[2.2.1]heptane C1(CC1)C=1C=NN(C1CO[C@H]1[C@@H]2CN[C@H](C1)C2)C2=C(C=CC=C2C)C